(4S,4'S)-2,2'-cyclopropylidenebis[4,5-dihydro-4-phenyl-oxazole] C1(CC1)(C=1OC[C@@H](N1)C1=CC=CC=C1)C=1OC[C@@H](N1)C1=CC=CC=C1